C(C=CCCCC(=O)[O-])(=O)[O-].[Na+].[Na+] sodium heptenedioate